1-(5-{1-[(2,6-difluorophenyl)methyl]-5-[(dimethylamino)methyl]-3-(2-fluoro-3-methoxyphenyl)-2,4-dioxothieno[2,3-d]pyrimidin-6-yl}pyridin-2-yl)-3-methoxyurea FC1=C(C(=CC=C1)F)CN1C(N(C(C2=C1SC(=C2CN(C)C)C=2C=CC(=NC2)NC(=O)NOC)=O)C2=C(C(=CC=C2)OC)F)=O